2-[(2R,6R)-2-(6-methoxy-3-pyridyl)-6-methyl-tetrahydropyran-4-yl]-6,7-dimethyl-4-[3-(trifluoromethyl)-1-bicyclo[1.1.1]pentanyl]pteridine COC1=CC=C(C=N1)[C@@H]1O[C@@H](CC(C1)C1=NC2=NC(=C(N=C2C(=N1)C12CC(C1)(C2)C(F)(F)F)C)C)C